N-((3S,10R,13S)-17-(4-(Trifluoromethyl)-1H-imidazol-1-yl)-10,13-dimethyl-2,3,4,7,8,9,10,11,12,13,14,15-dodecahydro-1H-cyclopenta[a]phenanthren-3-yl)pyrazine-2-carboxamide FC(C=1N=CN(C1)C1=CCC2C3CC=C4C[C@H](CC[C@@]4(C3CC[C@]12C)C)NC(=O)C1=NC=CN=C1)(F)F